(S)-2-((1-(6-((4-(cyclopropanecarbonyl)-2-fluorobenzyl)oxy)pyridin-2-yl)piperidin-4-yl)methyl)-1-(oxetan-2-ylmethyl)-1H-benzo[d]imidazole-6-carboxylic acid C1(CC1)C(=O)C1=CC(=C(COC2=CC=CC(=N2)N2CCC(CC2)CC2=NC3=C(N2C[C@H]2OCC2)C=C(C=C3)C(=O)O)C=C1)F